BrCC1=CC(=C2C(=N1)OC=N2)C2=CC=C(C=C2)OC(F)(F)F 5-(bromomethyl)-7-(4-(trifluoromethoxy)phenyl)oxazolo[5,4-b]pyridine